COC1=CC=C(C=C1)C=1N=C2N(C=CC(=C2)C)C1 2-(4-methoxyphenyl)-7-methylimidazo[1,2-a]pyridine